FC=1C=C2C(=C(C=NC2=CC1)C(=O)N1CCN(CC1)S(=O)(=O)C)N1CCN(CC1)S(=O)(=O)C=C (6-Fluoro-4-(4-(vinylsulfonyl)piperazin-1-yl)quinolin-3-yl)(4-(methylsulfonyl)piperazin-1-yl)methanone